ClC1=C(C=C(C=N1)C[C@H]1C(N([C@H]2C[C@@H]12)C1=NC(=NN1)C1=CC=NC=C1)=O)F (1S,4R,5S)-4-((6-Chloro-5-fluoropyridin-3-yl)methyl)-2-(3-(pyridin-4-yl)-1H-1,2,4-triazol-5-yl)-2-azabicyclo[3.1.0]hexan-3-one